N1CCCCNCCCCNCCCC1 1,6,11-triazacyclopentadecane